(R)-1-(6-fluoro-4-phenyl-3,4-dihydroquinoxalin-1(2H)-yl)-3-(2-methylpyrrolidin-1-yl)propan-1-one FC=1C=C2N(CCN(C2=CC1)C(CCN1[C@@H](CCC1)C)=O)C1=CC=CC=C1